CC1(C(CC2=CC=CC=C12)NC=1C=CC(=NC1)[C@@H](C(F)(F)F)N(C(=O)C1CN(C1)C(=O)NC)C)C N3-((1S)-1-(5-((1,1-dimethyl-2,3-dihydro-1H-inden-2-yl)amino)pyridin-2-yl)-2,2,2-trifluoroethyl)-N1,N3-dimethylazetidine-1,3-dicarboxamide